Cl.N1CC(C1)N1CC2=CC(=CC=C2CC1)C1=NNC=2C1=NN(C(C2)=O)C2=C(C=CC=C2C)F 3-(2-(Azetidin-3-yl)-1,2,3,4-tetrahydroisochinolin-7-yl)-5-(2-fluoro-6-methylphenyl)-1H-pyrazolo[4,3-c]pyridazin-6(5H)-on-Hydrochlorid